[2H]OCC ethanol-D